BrC1=CC(=NC2=CC=CC=C12)C(CCCNS(=O)(=O)C1=CC=C(C=C1)OC)C N-(4-(4-bromoquinolin-2-yl)pentyl)-4-methoxybenzenesulfonamide